3-(5,7-difluoro-6-(4-methylpiperazin-1-yl)-4-oxo-1,4-dihydroquinolin-2-yl)-4-(methylsulfonyl)-benzonitrile FC1=C2C(C=C(NC2=CC(=C1N1CCN(CC1)C)F)C=1C=C(C#N)C=CC1S(=O)(=O)C)=O